1,3,5,7-stigmasttetraene CC[C@H](CC[C@@H](C)[C@H]1CC[C@H]2C3=CC=C4C=CC=C[C@]4(C)[C@H]3CC[C@]12C)C(C)C